ethylenediaminetetraacetic acid iron(III) sodium salt hydrate O.[Na+].[Fe+3].C(CN(CC(=O)[O-])CC(=O)[O-])N(CC(=O)[O-])CC(=O)[O-]